(6,6-dioxo-6lambda6-thia-2,5-diazaspiro[3.4]octan-2-yl)-[6-[[3-fluoro-5-(trifluoromethylsulfonyl)phenyl]methyl]-2-azaspiro[3.3]heptan-2-yl]methanone O=S1(NC2(CN(C2)C(=O)N2CC3(C2)CC(C3)CC3=CC(=CC(=C3)S(=O)(=O)C(F)(F)F)F)CC1)=O